N12C[C@H](C(CC1)CC2)OC=2C=C(C(=O)N[C@H](C)C=1C=NC(=NC1)C(F)(F)F)C=C(C2)C=2SC(=CN2)C 3-[(3S)-1-azabicyclo[2.2.2]oct-3-yloxy]-5-(5-methyl-1,3-thiazol-2-yl)-N-{(1R)-1-[2-(trifluoromethyl)pyrimidin-5-yl]ethyl}benzamide